4-chloro-N-methyl-N-[5-(trifluoromethyl)-1H-pyrazol-3-yl]Butyramide ClCCCC(=O)N(C1=NNC(=C1)C(F)(F)F)C